BrC1=CC(=C2C(NC(C2=C1)=O)(C)C)CC=O (6-bromo-3,3-dimethyl-1-oxoisoindol-4-yl)acetaldehyde